5-Fluoro-2-[(4-{7-[(1S,3S,4R)-5-methylidene-2-azabicyclo[2.2.2]octane-3-carbonyl]-2,7-diazaspiro[3.5]nonan-2-yl}pyrimidin-5-yl)oxy]-N,N-di(propan-2-yl)benzamide disuccinate C(CCC(=O)O)(=O)O.C(CCC(=O)O)(=O)O.FC=1C=CC(=C(C(=O)N(C(C)C)C(C)C)C1)OC=1C(=NC=NC1)N1CC2(C1)CCN(CC2)C(=O)[C@H]2N[C@@H]1CC([C@H]2CC1)=C